COC1=C(C=C(N=N1)N1C(NC(C=C1)=O)=O)[C@@H]1[C@H](C1)C=C (6-methoxy-5-((1S,2R)-2-vinylcyclopropyl)pyridazin-3-yl)pyrimidine-2,4(1H,3H)-dione